(S)-2,6-dichloro-4-(3-methoxypyrrolidin-1-yl)pyridine ClC1=NC(=CC(=C1)N1C[C@H](CC1)OC)Cl